CC1=NC(=NC=C1)O.[Na] sodium methylpyrimidinol salt